BrC1=CC=CC(=C1)COC(C)C 2-bromo-4-isopropoxymethylbenzene